1-(2,4-Dichlorophenyl)-4-[(5-nitrofuran-2-yl)methyl]piperazine ClC1=C(C=CC(=C1)Cl)N1CCN(CC1)CC=1OC(=CC1)[N+](=O)[O-]